C1N(CC2=CC=CC=C12)CC1=CC(=C(OCC2=CC=C(C=C2)S(=N)C)C=C1)S(=O)(=O)C (4-((4-(Isoindolin-2-ylmethyl)-2-(methylsulfonyl)phenoxy)methyl)phenyl)-(methyl)-λ4-sulfanimine